7-hydroxyenanthic acid OCCCCCCC(=O)O